C[C@@H]1NP(O[C@H](C=C1)C)(OC1=CC=CC=C1)=O (4S,7S)-4,7-dimethyl-2-phenoxy-3,4,7-trihydro-1,3,2-oxazaphosphepine 2-oxide